The molecule is a steroid glucosiduronic acid that is 16-epiestriol having a single beta-D-glucuronic acid residue attached at position 3. It is a beta-D-glucosiduronic acid and a steroid glucosiduronic acid. It derives from a 16beta-hydroxyestradiol. It is a conjugate acid of a 16-epiestriol 3-O-(beta-D-glucuronide)(1-). C[C@]12CC[C@H]3[C@H]([C@@H]1C[C@@H]([C@@H]2O)O)CCC4=C3C=CC(=C4)O[C@H]5[C@@H]([C@H]([C@@H]([C@H](O5)C(=O)O)O)O)O